ClC1=C(C=CC=C1)C=1N(C2=NC(=NC(=C2N1)C=1C=NC(=CC1)C(F)(F)F)S(=O)(=O)C)C1=CC=C(C=C1)Cl 8-(2-chlorophenyl)-9-(4-chlorophenyl)-2-methylsulfonyl-6-[6-(trifluoromethyl)-3-pyridyl]purine